2-methyl-1,2,3,4-tetrahydroisoquinoline-6-carboxylic acid CN1CC2=CC=C(C=C2CC1)C(=O)O